3-(1-octyl-2-methylindol-3-yl)-3-(2-ethoxy-4-diethylaminophenyl)-4-azaphthalide C(CCCCCCC)N1C(=C(C2=CC=CC=C12)C1(OC(=O)C2=CC=CN=C12)C1=C(C=C(C=C1)N(CC)CC)OCC)C